Methyl N-butyl-N-(1-oxopropyl)carbamodithioate C(CCC)N(C(=S)SC)C(CC)=O